N-((1-aminoisoquinolin-6-yl)methyl)-2-chloronicotinamide NC1=NC=CC2=CC(=CC=C12)CNC(C1=C(N=CC=C1)Cl)=O